4,4,4-trifluoro-3-hydroxy-1-{4-[(4-methylbenzyl)oxy]phenyl}but-2-en-1-one FC(C(=CC(=O)C1=CC=C(C=C1)OCC1=CC=C(C=C1)C)O)(F)F